Tert-butyl (1R,5S)-3-(7-(3-((tert-butyldimethylsilyl)oxy)naphthalen-1-yl)-2-chloro-8-fluoroquinazolin-4-yl)-3,8-diazabicyclo[3.2.1]octane-8-carboxylate [Si](C)(C)(C(C)(C)C)OC=1C=C(C2=CC=CC=C2C1)C1=CC=C2C(=NC(=NC2=C1F)Cl)N1C[C@H]2CC[C@@H](C1)N2C(=O)OC(C)(C)C